C1(C=CC(N1C(C(C(CN1C(C=CC1=O)=O)O)O)N1C(C=CC1=O)=O)=O)=O 1,4-bis-maleimido(maleinimidyl)-2,3-dihydroxy-butane